C12CNCC(CC1)N2C=2SC1=C(N2)C=CC(=C1OC)C(=O)NC1CCCC1 2-(3,8-diazabicyclo-[3.2.1]octan-8-yl)-N-cyclopentyl-7-meth-oxybenzo[d]thiazole-6-carboxamide